bis(4-methylphenyl)(cyclopentadienyl)(2,7-dimethylfluorenyl)methane CC1=CC=C(C=C1)C(C1=C(C=CC=2C3=CC=C(C=C3CC12)C)C)(C1C=CC=C1)C1=CC=C(C=C1)C